[C@H]12CN(C[C@H](CC1)N2)C=2C1=C(N=C(N2)OCC23N(C=4C=CC=CC4C2)CCC3)C(=C(N=C1)C1=CC(=CC3=CC=C(C(=C13)C#C)F)O)F 4-(4-((1R,5S)-3,8-diazabicyclo[3.2.1]octan-3-yl)-2-((2,3-dihydro-1H-pyrrolo[1,2-a]indol-9a(9H)-yl)-methoxy)-8-fluoropyrido[4,3-d]pyrimidin-7-yl)-5-ethynyl-6-fluoronaphthalen-2-ol